O=S.[Gd] Gadolinium Oxysulphide